C(C)(C)(C)OC(=O)N(C(OC(C)(C)C)=O)C(C)C=1C=C(C=C2C(C=C(OC12)C1=CC2=CN(N=C2C=C1)C)=O)C tert-butyl N-tert-butoxycarbonyl-N-[1-[6-methyl-2-(2-methylindazol-5-yl)-4-oxo-chromen-8-yl]ethyl]carbamate